Cl.COC1=CC2=CC3=C(C(OC3)=O)C(=C2C=C1OC)C=1C=NC(=NC1)N(CCN1CCOCC1)C 6,7-dimethoxy-9-(2-(methyl(2-morpholinoethyl)amino)pyrimidin-5-yl)naphtho[2,3-c]furan-1(3H)-one hydrochloride